(5S)-3-[2-[2-(8-chloro-4-oxo-chromen-2-yl)-5-(trifluoromethyl)phenoxy]ethyl]-5-isopropyl-imidazolidine-2,4-dione ClC=1C=CC=C2C(C=C(OC12)C1=C(OCCN2C(N[C@H](C2=O)C(C)C)=O)C=C(C=C1)C(F)(F)F)=O